N-(7-((1-(4-(2,6-dioxopiperidin-3-yl)-2-fluorophenyl)piperidin-4-yl)methyl)-7-azaspiro[3.5]non-2-yl)-2-fluoro-5-methyl-benzamide O=C1NC(CCC1C1=CC(=C(C=C1)N1CCC(CC1)CN1CCC2(CC(C2)NC(C2=C(C=CC(=C2)C)F)=O)CC1)F)=O